ethyl 9-benzyl-9-azabicyclo[3.3.1]nonane-3-carboxylate C(C1=CC=CC=C1)N1C2CC(CC1CCC2)C(=O)OCC